2,5,6-trichloro-3-aminopyridine ClC1=NC(=C(C=C1N)Cl)Cl